[Cl-].C1=CC=CC=2C3=CC=CC=C3C(C12)COC(=O)N1C[C@H](C[C@@H]1C(=O)O)NC(C[N+](C)(C)C)=O 2-(((3S,5R)-1-(((9H-Fluoren-9-yl)methoxy)carbonyl)-5-carboxypyrrolidin-3-yl)amino)-N,N,N-trimethyl-2-oxoethan-1-aminium chloride